C(CCCCC(=O)O)(=O)O cis-adipic acid